4-(Bromomethyl)-2-chloro-1-fluorobenzene BrCC1=CC(=C(C=C1)F)Cl